COC(=O)[C@H]1N=C(CC1)C1=NC=CC=C1 (S)-5-(pyridin-2-yl)-3,4-dihydro-2H-pyrrole-2-carboxylic acid methyl ester